ClC1=C(C=CC=C1)C(C#N)=C alpha-(chlorophenyl)acrylonitrile